C(C1=CC=CC=C1)OC12[C@H](O[C@@H]3OC(O[C@@H]31)(C)C)C(C(C2)(F)F)=C (3ar,4ar,7br)-7a-(benzyloxy)-6,6-difluoro-2,2-dimethyl-5-methylenehexahydro-3aH-cyclopenta[4,5]furo[2,3-d][1,3]dioxole